C(C)(C)(C)OC(=O)N1CCC(CC1)CN1CCC(CC1)C1CCN(CC1)C1=NC=CC(=N1)COC1=CC=C(C=C1)C(C)(C)C1=CC(=C(C(=C1)C#N)OCCCl)Cl 4-((1'-(4-((4-(2-(3-chloro-4-(2-chloroethoxy)-5-cyanophenyl)propan-2-yl)Phenoxy)methyl)pyrimidin-2-yl)-[4,4'-bipiperidin]-1-yl)methyl)piperidine-1-carboxylic acid tert-butyl ester